ClC1=CC=C(C=C1)C1(CCNCC1)N=S(=O)(N)C1=CC=C(C=C1)OC(F)(F)F N'-(4-(4-chlorophenyl)piperidin-4-yl)-4-(trifluoromethoxy)benzene-sulfonimidamide